OC1=C(C=C(C=C1C(C)(C)CC)C(C)(C)CC)N1N=C2C(=N1)C=CC(=C2)OC 2-(2'-hydroxy-3,5'-di-tert-amylphenyl)-5-methoxybenzotriazole